O[C@@H]1[C@@H](O)[C@@H](O)[C@H](O)[C@H](O1)CO 2-trans-alpha-mannose